Tert-butyl 6-bromo-4,4-dimethyl-5-oxohexanoate BrCC(C(CCC(=O)OC(C)(C)C)(C)C)=O